CN1CC(C1)(C)C(O)(C1=CC=C(C=C1)C1(CC1)C(F)(F)F)C=1C=NC=C(C1)N1CCCC1 (1,3-dimethyl-azetidin-3-yl)-(5-pyrrolidin-1-yl-pyridin-3-yl)-[4-(1-trifluoromethyl-cyclopropyl)-phenyl]-methanol